(S)-3-((2-amino-6-(2-carboxyethyl)-5-(2-methoxybenzyl)pyrimidin-4-yl)amino)heptanoic acid NC1=NC(=C(C(=N1)N[C@H](CC(=O)O)CCCC)CC1=C(C=CC=C1)OC)CCC(=O)O